C(C1=CC=CC=C1)N1CC2(CCC(C1)(N2C(=O)OC(C)(C)C)F)F tert-butyl 3-benzyl-1,5-difluoro-3,8-diazabicyclo[3.2.1]octane-8-carboxylate